C[C@]12C3=CC[C@@]4(C(=CCC4C3CCC2=CC(C=C1)=O)C(CCC(=O)[O-])=O)C 2-((10S,13S)-10,13-dimethyl-3-oxo-6,7,8,10,12,13,14,15-octahydro-3H-cyclopenta[a]phenanthren-17-yl)-2-oxoethylacetate